N,N-Diethyl-2-[4-[(Z)-3-(3-hydroxyphenyl)prop-2-enoyl]phenoxy]acetamide C(C)N(C(COC1=CC=C(C=C1)C(\C=C/C1=CC(=CC=C1)O)=O)=O)CC